C(C)(C)(C)C1COP(OC1)Cl 5-tert-butyl-2-chloro-1,3,2-dioxaphosphorinane